4-biphenylformylamine C1(=CC=C(C=C1)C(=O)N)C1=CC=CC=C1